1,4-divinyl-octafluorobutane tert-butyl-{3-[(3-acetyl-4-methoxypyridin-2-yl)oxy]propyl}carbamate C(C)(C)(C)N(C(O)=O)CCCOC1=NC=CC(=C1C(C)=O)OC.C(=C)C(C(C(C(C=C)(F)F)(F)F)(F)F)(F)F